Isopropyl (1S,3S)-3-((6-(3-methyl-4-(((tetrahydro-2H-pyran-2-yl)oxy)methyl) Isoxazol-5-yl)pyridin-3-yl)oxy)cyclohexane-1-carboxylate CC1=NOC(=C1COC1OCCCC1)C1=CC=C(C=N1)O[C@@H]1C[C@H](CCC1)C(=O)OC(C)C